4-amino-8-(4-methoxypyridin-3-yl)-N-propylisoquinoline-3-carboxamide NC1=C(N=CC2=C(C=CC=C12)C=1C=NC=CC1OC)C(=O)NCCC